N1(N=CC=C1)C1=CC=C(C=N1)[C@H](C)N(C1=CC=C(C=N1)C=1C=2N(C=C(C1)OCC(C)(C)O)N=CC2C#N)C (S)-4-(6-((1-(6-(1H-pyrazol-1-yl)pyridin-3-yl)ethyl)(methyl)amino)pyridin-3-yl)-6-(2-hydroxy-2-methylpropoxy)pyrazolo[1,5-a]pyridine-3-carbonitrile